N1(CCCCCCC1)C1=C(C=CC=C1)NS(=O)(=O)C1=CC=C(C=C1)S(=O)(=O)N(C)C N1-(2-(azocan-1-yl)phenyl)-N4,N4-dimethylbenzene-1,4-disulfonamide